8-(1H-benzotriazol-4-yl)-1-oxa-8-azaspiro[4.5]decane N1N=NC2=C1C=CC=C2N2CCC1(CCCO1)CC2